methyl 3'-chloro-6-(3-(4-((pyridin-3-ylamino)methyl)phenoxy)azetidin-1-yl)-[1,1'-biphenyl]-2-carboxylate ClC=1C=C(C=CC1)C=1C(=CC=CC1N1CC(C1)OC1=CC=C(C=C1)CNC=1C=NC=CC1)C(=O)OC